methyl (1R,3S)-1-((2'-(benzyloxy)-2,6-difluoro-[1,1'-biphenyl]-3-yl)methyl)-3-(methylsulfonamido)cyclopentane-1-carboxylate C(C1=CC=CC=C1)OC1=C(C=CC=C1)C1=C(C(=CC=C1F)C[C@]1(C[C@H](CC1)NS(=O)(=O)C)C(=O)OC)F